C1CCC2=C(C=3CCCC3C=C12)NC(=O)N=S(=O)(N)C=1C=NN2C1OCC[C@@H](C2)OC (7S)-N'-((1,2,3,5,6,7-hexahydro-s-indacen-4-yl)carbamoyl)-7-methoxy-5,6,7,8-tetrahydropyrazolo[5,1-b][1,3]oxazepine-3-sulfonimidamide